(S)-N-(5-(2-amino-[1,2,4]triazolo[1,5-a]pyridin-6-yl)-2-fluorophenyl)-3-phenylisooxazolidine-2-carboxamide NC1=NN2C(C=CC(=C2)C=2C=CC(=C(C2)NC(=O)N2OCC[C@H]2C2=CC=CC=C2)F)=N1